3-hydroxyvalerat OC(CC(=O)[O-])CC